6-methyl-3-(triazol-2-yl)pyridine-2-carboxylic acid CC1=CC=C(C(=N1)C(=O)O)N1N=CC=N1